Ethyl (S)-3-(2'-(but-3-en-1-yloxy)-4,4'-difluoro-6'-methyl-5-(trifluoromethyl)-[1,1'-biphenyl]-3-yl)-3-((R)-2-hydroxy-5-methylhex-5-enamido)propanoate C(CC=C)OC1=C(C(=CC(=C1)F)C)C1=CC(=C(C(=C1)C(F)(F)F)F)[C@H](CC(=O)OCC)NC([C@@H](CCC(=C)C)O)=O